6-(3,5-dimethylpyrazol-1-yl)-2-[1-(5-methylthiophene-2-carbonyl)piperidin-4-yl]pyridazin-3-one CC1=NN(C(=C1)C)C=1C=CC(N(N1)C1CCN(CC1)C(=O)C=1SC(=CC1)C)=O